COC[C@@H](N1N=CC=C1)C=1NC(C=2SC(=C3OCCCC1C23)C=2C=NNC2)=O (S)-5-(2-methoxy-1-(1H-pyrazol-1-yl)ethyl)-1-(1H-pyrazol-4-yl)-4,6,7,8-tetrahydro-3H-9-oxa-2-thia-4-azabenzo[cd]azulene-3-one